C(C)(C)(C)N1CCN(CC1)C=1C=C(C=CC1)C1=NC(=CC(=C1N)Cl)C 2-(3-(4-(tert-butyl)piperazin-1-yl)phenyl)-4-chloro-6-methylpyridin-3-amine